C(C)(C)OC(=O)N1[C@H](CN(CC1)CC1=C(C(=CC(=C1)C)NC=1OC(=NN1)C=1N(N=CC1)C)C)C (2S)-4-[[2,5-dimethyl-3-[[5-(2-methylpyrazol-3-yl)-1,3,4-oxadiazol-2-yl]amino]phenyl]methyl]-2-methyl-piperazine-1-carboxylic acid isopropyl ester